3-(3-(4-(azetidin-3-yl)phenyl)-5-phenyl-3H-imidazo[4,5-b]pyridin-2-yl)pyridin-2-amine trifluoroacetate FC(C(=O)O)(F)F.N1CC(C1)C1=CC=C(C=C1)N1C(=NC=2C1=NC(=CC2)C2=CC=CC=C2)C=2C(=NC=CC2)N